ClC1=CC=C2C(=C3N(C2=C1Cl)CC(CCC3)=O)C=3C=NN(C3)C3OCCCC3 3,4-dichloro-11-(1-(tetrahydro-2H-pyran-2-yl)-1H-pyrazol-4-yl)-9,10-dihydro-6H-azepino[1,2-a]indol-7(8H)-one